4-(cyclobutanecarbonyl)piperazine C1(CCC1)C(=O)N1CCNCC1